ClC1=CC2=C(N=C3N2[C@H]2C4=C(C(N([C@@H]3C2)C([2H])([2H])[2H])=O)C=CC=C4O)C=C1F (7R,14R)-11-chloro-10-fluoro-1-hydroxy-6-(methyl-d3)-6,7-dihydro-7,14-methanobenzo[f]benzo[4,5]imidazo[1,2-a][1,4]diazocin-5(14H)-one